5-chloro-2-((1-methylpiperidin-4-yl)oxy)benzoic acid ClC=1C=CC(=C(C(=O)O)C1)OC1CCN(CC1)C